3-bromo-5-(1-methyl-1H-pyrazol-4-yl)thieno[3,2-b]pyridine BrC1=CSC=2C1=NC(=CC2)C=2C=NN(C2)C